[I-].C(#N)C(=C1CCN(CC1)C(=O)N1C=[N+](C=C1)C)C1=CC(=C(C=C1)F)F 1-(4-(cyano(3,4-difluorophenyl)methylene)piperidine-1-carbonyl)-3-methyl-1H-imidazol-3-ium iodide